C(C)C=1N(C=2N(C(C1N1CCN(CC1)C(=O)OC(C)(C)C)=O)N=C(N2)N2CCOCC2)CC(=O)NC2=C(C=C(C(=C2)F)C(F)(F)F)C tert-butyl 4-(5-ethyl-4-(2-((5-fluoro-2-methyl-4-(trifluoromethyl)phenyl)amino)-2-oxoethyl)-2-morpholino-7-oxo-4,7-dihydro-[1,2,4]triazolo[1,5-a]pyrimidin-6-yl)piperazine-1-carboxylate